C1(C(CCCC1)C(=O)OCC1OC1)C(=O)OCC1OC1 di(oxiranylmethyl) cyclohexane-1,2-dicarboxylate